2-methyl-N-(tetrahydro-2H-pyran-4-yl)-[4,8'-biquinoline]-6-carboxamide CC1=NC2=CC=C(C=C2C(=C1)C=1C=CC=C2C=CC=NC12)C(=O)NC1CCOCC1